C(C(=O)[O-])(=O)[O-].C[NH+](C)C.C[NH+](C)C trimethyl-ammonium oxalate